1-(4-(aminomethyl)-1-oxo-1,2-dihydro-phthalazin-6-yl)-N-(4-bromo-2-fluorobenzyl)-N-(5,6,7,8-tetrahydroquinolin-8-yl)cyclopropane-1-carboxamide NCC1=NNC(C2=CC=C(C=C12)C1(CC1)C(=O)N(C1CCCC=2C=CC=NC12)CC1=C(C=C(C=C1)Br)F)=O